CC(C)(C)C1=C(C(=CC=C1)C(C)(C)C)O The molecule is a member of the class of phenols carrying two tert-butyl substituents at positions 2 and 6. It has a role as an antioxidant. It is a member of phenols and an alkylbenzene.